OCCCNCCCCCCCC(=O)OC\C=C/CCCCCC (Z)-non-2-en-1-yl 8-((3-hydroxypropyl)amino)octanoate